5-chloro-4-fluoro-1H-pyrrolo[2,3-c]pyridine-2-carboxylic acid ClC=1C(=C2C(=CN1)NC(=C2)C(=O)O)F